CC(C)(CCC(C)(OOC(C1=CC=CC=C1)=O)C)OOC(C1=CC=CC=C1)=O 2,5-dimethyl-2,5-bis(benzoylperoxy)-hexane